6-bromo-7-methyl-2-(methylthio)thieno[3,2-d]pyrimidin-4(3H)-one BrC1=C(C=2N=C(NC(C2S1)=O)SC)C